C(C)(=O)C1=CN=C(O1)C=1C(=C2C(=NC1)NC=C2)NC2CC(C2)NS(=O)(=O)C2=CC(=CC=C2)C#N N-((1r,3r)-3-((5-(5-acetyloxazol-2-yl)-1H-pyrrolo[2,3-b]pyridin-4-yl)amino)cyclobutyl)-3-cyanobenzenesulfonamide